3-(4-fluorophenyl)-5-(1-methyl-1H-pyrazol-4-yl)thieno[3,2-b]pyridine FC1=CC=C(C=C1)C1=CSC=2C1=NC(=CC2)C=2C=NN(C2)C